C(C)(C)(C)OC(=O)NCCOCC(C)(C)S(=O)(=O)C1(CC1)CN1C(C2=C(CC1)C(=NN2C)C(=O)O)=O 6-((1-((1-(2-((tert-Butoxycarbonyl)amino)ethoxy)-2-methylpropan-2-yl)sulfonyl)cyclopropyl)methyl)-1-methyl-7-oxo-4,5,6,7-tetrahydro-1H-pyrazolo[3,4-c]pyridine-3-carboxylic acid